4-(3-(4-fluoro-2,6-dimethylphenoxy)-1-(3-fluoropropyl)-2-oxo-1,2-dihydropyridin-4-yl)-6-methyl-1,6-dihydro-7H-pyrrolo[2,3-c]pyridin-7-one FC1=CC(=C(OC=2C(N(C=CC2C=2C3=C(C(N(C2)C)=O)NC=C3)CCCF)=O)C(=C1)C)C